(R,E)-N-(2-(4-bromo-2-fluorophenyl)ethylidene)-2-methylpropane-2-sulfenamide BrC1=CC(=C(C=C1)C\C=N\SC(C)(C)C)F